CC1=CC=C(C=C1)S(=O)(=O)OC1CC(C1)OCC1=CC=CC=C1 3-(benzyloxy)cyclobutyl 4-methylbenzenesulfonate